[1-(2-hydroxy-2-methylpropyl)-6-(trifluoromethyl)piperidin-3-yl] carbamate C(N)(OC1CN(C(CC1)C(F)(F)F)CC(C)(C)O)=O